C1(=CC=CC=C1)C=CC=O 3-PHENYL-2-PROPENAL